C(C)C1(C(OCC=2C(N3CC=4N5C6=C(C=C(C=C6C(C4C3=CC21)=O)F)CCC5)=O)=O)O 9-ethyl-5-fluoro-9-hydroxy-2,3,12,15-tetrahydro-1H,7H,13H-pyrano[3',4':6,7]indolizino[2,1-b]pyrido[3,2,1-ij]quinoline-7,10,13(9H)-trione